C(=C)C1C=CC2=CC=CC=C12 vinyl-indene